8-cyclopropyl-2-(4-cyclopropyl-6-methoxypyrimidin-5-yl)-9-(4-(5-methyl-3-(trifluoromethyl)-1H-pyrazol-1-yl)benzyl)-9H-purine C1(CC1)C=1N(C2=NC(=NC=C2N1)C=1C(=NC=NC1OC)C1CC1)CC1=CC=C(C=C1)N1N=C(C=C1C)C(F)(F)F